4-(((7-(cyclopentylamino)-5-fluoro-4-oxo-3,4-dihydroquinazolin-2-yl)methyl)thio)-N,N-dimethylpiperidine-1-carboxamide C1(CCCC1)NC1=CC(=C2C(NC(=NC2=C1)CSC1CCN(CC1)C(=O)N(C)C)=O)F